(S)-(5,6-dichloro-1-methyl-3,4-dihydropyrrolo[3,4-b]indol-2(1H)-yl)(5-methoxypyrimidin-2-yl)methanone ClC1=C(C=CC=2C3=C(NC12)CN([C@H]3C)C(=O)C3=NC=C(C=N3)OC)Cl